C(C1=CC=CC=C1)OC1=NC(=CC=C1C=1C=NC(=C(C1)F)N1CCC(CC1)C1=CC=C(C=C1)Cl)OCC1=CC=CC=C1 2,6-dibenzyloxy-3-[6-[4-(4-chlorophenyl)-1-piperidyl]-5-fluoro-3-pyridyl]pyridine